(R)-(beta-amino-phenylpropyl) carbamate C(N)(OC[C@@H](CC1=CC=CC=C1)N)=O